(S)-tert-butyl 3-((benzyloxy)methyl)-2-azaspiro[4.4]nonane-2-carboxylate C(C1=CC=CC=C1)OC[C@H]1N(CC2(C1)CCCC2)C(=O)OC(C)(C)C